Rac-(1S,2R,3R,5R)-2-Fluoro-N,1,5-trimethyl-8-azabicyclo[3.2.1]octan-3-amine F[C@H]1[C@@]2(CC[C@](C[C@H]1NC)(N2)C)C |r|